NCC#CC1=CC2=C(SC=C2C2C(NC(CC2)=O)=O)C=C1 3-(5-(3-aminoprop-1-yn-1-yl)benzo[b]thiophen-3-yl)piperidine-2,6-dione